BrC1=CC(=C(C(=C1)F)/C=C/C(=O)OCC)F ethyl (E)-3-(4-bromo-2,6-difluoro-phenyl)-acrylate